1-(3-cyanophenyl)-3-(1-(5-fluoro-3-methylbenzofuran-2-yl)propyl)urea C(#N)C=1C=C(C=CC1)NC(=O)NC(CC)C=1OC2=C(C1C)C=C(C=C2)F